N-(2,6-dibromobenzyl)-4-(3-(pyridin-4-ylmethyl)ureido)benzenesulfonamide BrC1=C(CNS(=O)(=O)C2=CC=C(C=C2)NC(=O)NCC2=CC=NC=C2)C(=CC=C1)Br